C(C)(C)(C)OC(=O)N1C(=CC2=CC=C(C=C12)Br)CN(CC1CCC1)C(=O)OC(C)(C)C.FC(F)(F)C#CC1=CC=C(C=C1)F trifluoromethyl-(4-fluoro)phenylacetylene tert-butyl-6-bromo-2-(((tert-butoxycarbonyl)(cyclobutylmethyl)amino)methyl)-1H-indole-1-carboxylate